C1(CC1)CN1CCC(CC1)C(=O)OCC(COC(CCC(OCCCCCCCC)OCCCCCCCC)=O)COC(CCCCCCC\C=C/C\C=C/CCCCC)=O 3-((4,4-bis(octyloxy)butanoyl)oxy)-2-(((9Z,12Z)-octadeca-9,12-dienoyloxy)methyl)propyl 1-(cyclopropylmethyl)piperidine-4-carboxylate